1,2-Bis(2,3-dihydroxybenzamido)benzene OC1=C(C(=O)NC2=C(C=CC=C2)NC(C2=C(C(=CC=C2)O)O)=O)C=CC=C1O